6-(4-chlorobutyl)-3-[(2E)-3,7-dimethyloct-2,6-dien-1-yl]-2,4-dihydroxybenzoic acid ClCCCCC1=CC(=C(C(=C1C(=O)O)O)C\C=C(\CCC=C(C)C)/C)O